BrC1=C(C(=C(N1C)C)C(C)=O)C 1-(5-bromo-1,2,4-trimethyl-1H-pyrrole-3-yl)ethane-1-one